3-((4-bromophenoxy)methyl)-4H-benzopyran-4-one BrC1=CC=C(OCC2=COC3=C(C2=O)C=CC=C3)C=C1